methoxyphenethyltriMethoxysilane COCO[Si](OC)(OC)CCC1=CC=CC=C1